N-(3-(tert-butyl)isoxazol-5-yl)-2-(2-(trifluoromethyl)pyrimidin-5-yl)pyrazolidine-1-carboxamide C(C)(C)(C)C1=NOC(=C1)NC(=O)N1N(CCC1)C=1C=NC(=NC1)C(F)(F)F